tributyl-(2-pyridyl)stannane di((Z)-non-2-en-1-yl)9,9'-((3-((tert-butoxycarbonyl)amino)propyl)azanediyl)dinonanoate C(\C=C/CCCCCC)OC(CCCCCCCCN(CCCCCCCCC(=O)OC\C=C/CCCCCC)CCCNC(=O)OC(C)(C)C)=O.C(CCC)[Sn](C1=NC=CC=C1)(CCCC)CCCC